C(C)OC(=O)C=1OC2=C(C1C)C=C(C=C2)S(N(CCC2=CC=CC=C2)CC2=CC=C(C=C2)N2CCN(CC2)C)(=O)=O 3-Methyl-5-(N-(4-(4-methylpiperazin-1-yl)benzyl)-N-phenethylsulfamoyl)benzofuran-2-carboxylic acid ethyl ester